C1CCCC=CCCC=CCC1 5,9-cyclododecadien